3-(2-bromo-5-chlorophenyl)propanol BrC1=C(C=C(C=C1)Cl)CCCO